C1=CC=CC2=NC3=CC=CC=C3C=C12 ACRIDINE